C(C)(C)N1C(NC(=CC1=O)N[C@@H](C)C1=CC=CC=C1)=O (S)-3-Isopropyl-6-((1-phenylethyl)amino)pyrimidine-2,4(1H,3H)-dione